FC=1C2=C(C=NC1)NC(N2C)=O 7-fluoro-1-methyl-imidazo[4,5-c]pyridin-2-one